5-(2,5-dimethylphenoxy)-2,2-dimethylpentanoic acid 1,3-dioxoisoindolin-2-yl ester O=C1N(C(C2=CC=CC=C12)=O)OC(C(CCCOC1=C(C=CC(=C1)C)C)(C)C)=O